ethyl 3-[(5-bromo-3-methyl-2-oxo-2,3-dihydro-1H-benzimidazol-1-yl)(carbamoyl)amino]propanoate BrC1=CC2=C(N(C(N2C)=O)N(CCC(=O)OCC)C(N)=O)C=C1